BrC=1C=CC(=NC1)N1CCN(CC1)C1=CC=C(C=N1)OCCN1[C@@H](C(N(CC1)C)=O)C (R)-4-{2-[(6-(4-(5-bromopyridin-2-yl)piperazin-1-yl)pyridin-3-yl)oxy]ethyl}-1,3-dimethylpiperazin-2-one